2-hydroxypropyl citronellate C(CC(C)CCC=C(C)C)(=O)OCC(C)O